C(C)(C)(C)OC(=O)NC1(CCN(CC1)C(=O)OCC1=CC=CC=C1)C(N[C@@H](C)C1=CC=C(C=C1)C(=O)OC)=O Benzyl 4-(tert-butoxycarbonylamino)-4-[[(1S)-1-(4-methoxycarbonylphenyl)ethyl]carbamoyl]piperidine-1-carboxylate